3-(2-(azepan-1-yl)-2-oxoethyl)-1-ethyl-1H-pyrido[2,3-b][1,4]thiazin-2(3H)-one N1(CCCCCC1)C(CC1C(N(C2=C(S1)N=CC=C2)CC)=O)=O